C(#N)C[C@@H]1N(CCN(C1)C1=NC(=NC=2CN(CCCC21)C2=CC=CC=C2)OC[C@H]2N(CCC2)C)C(=O)OCC2=CC=CC=C2 benzyl (2S)-2-(cyanomethyl)-4-[2-[[(2S)-1-methylpyrrolidin-2-yl]methoxy]-8-phenyl-5,6,7,9-tetrahydropyrimido[4,5-c]azepin-4-yl]piperazine-1-carboxylate